C1(CC1)CC1=CSC2=C1C=NC=C2NC2C(CN(CC2)C)(F)F 3-(cyclopropylmethyl)-7-((3,3-difluoro-1-methylpiperidin-4-yl)amino)thieno[3,2-c]pyridin